CC1=NC(=CC=C1CN1N=C2C3=C(CCC2=C1)OC(=C3C)C(=O)NC[C@H]3OCCC3)C 2-[(2,6-Dimethylpyridin-3-yl)methyl]-8-methyl-N-[(2S)-tetrahydrofuran-2-ylmethyl]-4,5-dihydro-2H-furo[2,3-g]indazole-7-carboxamide